2-[[5-bromo-2-[4-[2-[2-(2-oxoethoxy)ethoxy]ethylsulfamoyl]anilino]pyrimidin-4-yl]amino]-6-fluoro-benzamide BrC=1C(=NC(=NC1)NC1=CC=C(C=C1)S(NCCOCCOCC=O)(=O)=O)NC1=C(C(=O)N)C(=CC=C1)F